1-(2-(4-((5-(furan-2-yl)-2-methoxyphenyl)amino)-7-methoxyquinazolin-6-yl)-2,7-diazaspiro[3.5]nonan-7-yl)prop-2-en-1-one O1C(=CC=C1)C=1C=CC(=C(C1)NC1=NC=NC2=CC(=C(C=C12)N1CC2(C1)CCN(CC2)C(C=C)=O)OC)OC